F[C@H]1C[C@H](N(C1)C)[C@H](C)OC1=CC(=NC(=N1)C1=CC(=NO1)C(C)(C)C1=C(C=CC=C1)F)O[C@@H]1C[C@H](NCC1)CC#N 2-[(2R,4S)-4-({6-[(1S)-1-[(2S,4S)-4-Fluoro-1-methylpyrrolidin-2-yl]ethoxy]-2-{3-[2-(2-fluorophenyl)propan-2-yl]-1,2-oxazol-5-yl}pyrimidin-4-yl}oxy)piperidin-2-yl]acetonitrile